(1aR,7bS)-5-{[1-({(1r,4s)-4-[(2-aminoethyl)amino]cyclohexyl}acetyl)azetidin-3-yl]oxy}-2-hydroxy-1,1a,2,7b-tetrahydrocyclopropa[c][1,2]benzoxaborinine-4-carboxylic acid NCCNC1CCC(CC1)CC(=O)N1CC(C1)OC1=C(C2=C([C@@H]3[C@H](B(O2)O)C3)C=C1)C(=O)O